FC=1C=C2C=CNC2=C(C1)[N+](=O)[O-] 5-fluoro-7-nitro-1H-indole